FC1=C(C(=CC=C1)OC)C1=CC=2N(C=C1C(=O)NC=1SC(=NN1)OC)C(=CN2)C 7-(2-fluoro-6-methoxyphenyl)-N-(5-methoxy-1,3,4-thiadiazol-2-yl)-3-methylimidazo(1,2-a)pyridine-6-carboxamide